2'-azido-2',3'-dideoxy-adenosine N(=[N+]=[N-])[C@H]1[C@@H](O[C@@H](C1)CO)N1C=NC=2C(N)=NC=NC12